(3S)-3-(1,4-dimethyl-1H-benzotriazol-5-yl)-3-(7-{[(2R,5S)-2-ethyl-5-methyl-2,3-dihydropyrido[2,3-f][1,4]oxazepin-4(5H)-yl]methyl}-2,3-dihydro-1H-inden-5-yl)-2,2-dimethylpropionic acid CN1N=NC2=C1C=CC(=C2C)[C@@H](C(C(=O)O)(C)C)C=2C=C1CCCC1=C(C2)CN2C[C@H](OC1=C([C@@H]2C)N=CC=C1)CC